2-amino-2-(benzyloxyethyl)-6-boronohexanoic acid NC(C(=O)O)(CCCCB(O)O)CCOCC1=CC=CC=C1